ON=CCP(O)(=O)C1=CC=CC=C1 (2-(hydroxyimino)ethyl)(phenyl)phosphinic acid